CC1=CC=C(CC(C(=O)C2=CC=C(C=C2)N2CCOCC2)(CC)N(C)C)C=C1 2-(4-methyl-benzyl)-2-(dimethylamino)-1-(4-morpholinophenyl)-butan-1-one